COP(=O)(OC)CC1(CNC1)C 3-(dimethoxyphosphorylmethyl)-3-methyl-azetidine